5-(2,4-disulfophenyl)-2H-tetrazolium monosodium salt [Na+].S(=O)(=O)(O)C1=C(C=CC(=C1)S(=O)(=O)O)C=1N=NN[NH+]1